bis(1,3-bis(octanoyloxy) propan-2-yl) 5-oxoazelate O=C(CCCC(=O)OC(COC(CCCCCCC)=O)COC(CCCCCCC)=O)CCCC(=O)OC(COC(CCCCCCC)=O)COC(CCCCCCC)=O